C(#N)C1=C(C=CC=C1)SC=1C=2N(C=C(C1)C=1C=NN(C1)CC[C@@H](CO)O)N=CC2C#N (S)-4-((2-cyanophenyl)thio)-6-(1-(3,4-dihydroxybutyl)-1H-pyrazol-4-yl)pyrazolo[1,5-a]pyridine-3-carbonitrile